BrC1=C2C(=NC(=NC2=C(C=C1Cl)F)O)O 5-bromo-6-chloro-8-fluoroquinazoline-2,4-diol